(S)-2-amino-N-(3-chloro-2-fluorophenylmethyl)-3-hydroxypropionamide N[C@H](C(=O)NCC1=C(C(=CC=C1)Cl)F)CO